1-(3-amino-6-{4-[(4-methylpiperazin-1-yl)methyl]phenyl}pyrazin-2-yl)pyrazole-4-carboxamide NC=1C(=NC(=CN1)C1=CC=C(C=C1)CN1CCN(CC1)C)N1N=CC(=C1)C(=O)N